C(C)(C)OC=1C2=C(N=CN1)N(N=N2)C 7-isopropoxy-3-methyl-3H-[1,2,3]triazolo[4,5-d]pyrimidine